methyl ((pentyloxy)carbonyl)-L-leucinate C(CCCC)OC(=O)N[C@@H](CC(C)C)C(=O)OC